N-[(1S)-1-cyclohexyl-2-[4-(5-methoxy-3-methyl-1H-pyrazol-4-yl)anilino]-2-oxo-ethyl]-2-methyl-pyrazole-3-carboxamide C1(CCCCC1)[C@@H](C(=O)NC1=CC=C(C=C1)C=1C(=NNC1OC)C)NC(=O)C=1N(N=CC1)C